COCCCO methoxypropylalcohol